C(C)(C)(C)OC(=O)N1C(=CC(=C1)Br)C(=O)C1=CC(=C(C(=C1)OC)OC)OC (1-tert-butoxycarbonyl-4-bromo-1H-pyrrol-2-yl)(3,4,5-trimethoxyphenyl)methanone